O=CCCCCNC(=O)N 1-oxo-5-ureidopentan